(phenyl)[(Phenyl)(dimethylfluorenyl)triazinyl]dibenzofuran C1(=CC=CC=C1)C1=C(C2=C(OC3=C2C=CC=C3)C=C1)C1=NN=NC(=C1C1=C(C(=CC=3C2=CC=CC=C2CC13)C)C)C1=CC=CC=C1